n-Propyltripropoxysilan C(CC)[Si](OCCC)(OCCC)OCCC